N-(5-bromobenzo[d]thiazol-2-yl)-2-((2-(3-methoxyphenyl)-4-oxo-4H-chromen-3-yl)oxy)acetamide BrC=1C=CC2=C(N=C(S2)NC(COC2=C(OC3=CC=CC=C3C2=O)C2=CC(=CC=C2)OC)=O)C1